CN1N=CC2=CC=CC(=C12)NS(=O)(=O)C=1C=NC(=CC1)C=1N=C(N(C1)C)C(F)(F)F N-(1-METHYL-1H-INDAZOL-7-YL)-6-(1-METHYL-2-(TRIFLUOROMETHYL)-1H-IMIDAZOL-4-YL)PYRIDINE-3-SULFONAMIDE